CC1=NC(=NC=N1)N 4-methyl-1,3,5-triazin-2-amine